(2-chloro-6-(trifluoromethyl)phenyl)-4-methoxy-2-((3-methyl-4-(1-methylpiperidin-4-yl)phenyl)amino)pyrimidine-5-carboxamide ClC1=C(C(=CC=C1)C(F)(F)F)C1=C(C(=NC(=N1)NC1=CC(=C(C=C1)C1CCN(CC1)C)C)OC)C(=O)N